2-pyrrolidone potassium salt [K].N1C(CCC1)=O